C1(=CC=CC=C1)N([C@@H](CC1=CC=CC=C1)C(=O)O)C phenyl-N-methyl-L-phenylalanine